C(CCCCCCCCCCCCCCC)OCCOCCO diethylene glycol hexadecyl ether